C(C)(C)(C)OC(=O)N1CCC(=CC1)C=1C=NC(=CC1)F 4-(6-fluoro-3-pyridinyl)-3,6-dihydro-2H-pyridine-1-carboxylic acid tert-butyl ester